(2S,4R)-1-[(2S)-2-(4-cyclopropyltriazol-1-yl)-3,3-dimethyl-butanoyl]-4-hydroxy-N-[3-methyl-2-(2-methylpyrazol-3-yl)butyl]pyrrolidine-2-carboxamide C1(CC1)C=1N=NN(C1)[C@H](C(=O)N1[C@@H](C[C@H](C1)O)C(=O)NCC(C(C)C)C=1N(N=CC1)C)C(C)(C)C